perfluorooctyl-sulfonic acid chloride FC(C(C(C(C(C(C(C(F)(F)F)(F)F)(F)F)(F)F)(F)F)(F)F)(F)F)(S(=O)(=O)Cl)F